FC1=C(C(=O)OC)C=CC(=C1F)CBr methyl 2,3-difluoro-4-bromomethylbenzoate